2-(3-Fluorophenyl)-N-[(2R)-3-hydroxy-3-methylbutan-2-yl]-3-oxo-6-[6-(trifluoromethyl)pyridin-3-yl]-2,3-dihydropyridazine-4-carboxamide FC=1C=C(C=CC1)N1N=C(C=C(C1=O)C(=O)N[C@H](C)C(C)(C)O)C=1C=NC(=CC1)C(F)(F)F